amidophosphoric acid P(O)(O)(=O)N